(S)-N3-(1-amino-3-hydroxy-2-methyl-1-oxopropan-2-yl)-N5,2-dimethyl-N5-phenylbenzofuran-3,5-dicarboxamide NC([C@@](CO)(C)NC(=O)C1=C(OC2=C1C=C(C=C2)C(=O)N(C2=CC=CC=C2)C)C)=O